(S)-(1-chloro-6,7-dihydro-5H-spiro[isoquinoline-8,2'-[1,3]dioxolane]-5-yl)methanol ClC1=NC=CC=2[C@H](CCC3(OCCO3)C12)CO